[Mn].[Mg].[Na] Sodium-magnesium-manganese